(R)-N-(5-((6-(3-(4-fluoro-3-(trifluoromethyl)phenyl)isoxazolidin-2-yl)pyrimidin-4-yl)amino)-4-methoxy-2-morpholinophenyl)acrylamide FC1=C(C=C(C=C1)[C@@H]1N(OCC1)C1=CC(=NC=N1)NC=1C(=CC(=C(C1)NC(C=C)=O)N1CCOCC1)OC)C(F)(F)F